C(C)(=O)C1=C(C=C(C=C1)Cl)C1=CC(N(C=C1OC)[C@H](C(=O)NC1=CC=C(C(=O)O)C=C1)CC1=NN(C=C1)C1CC1)=O (S)-4-(2-(4-(2-acetyl-5-chlorophenyl)-5-methoxy-2-oxopyridin-1(2H)-yl)-3-(1-cyclopropyl-1H-pyrazol-3-yl)propionylamino)benzoic acid